C1(CC1)C=1C(=NON1)C(=O)N[C@@H]([C@@H]1CC(CCC1)(F)F)C1=NC2=C(N1)C=C(C=C2)[C@H](NC(CC2CC(C2)(F)F)=O)C2CC2 4-Cyclopropyl-N-((S)-(6-((R)-cyclopropyl(2-(3,3-difluorocyclobutyl)acetamido)methyl)-1H-benzo[d]imidazol-2-yl)((S)-3,3-difluorocyclohexyl)methyl)-1,2,5-oxadiazole-3-carboxamide